N8-{(1R)-1-[3,5-bis(trifluoromethyl)phenyl]ethyl}-7-(4-fluoro-2-methylphenyl)-N8-methyl-1,8-diazaspiro[4.5]decane-2,8-dicarboxamide FC(C=1C=C(C=C(C1)C(F)(F)F)[C@@H](C)N(C(=O)N1C(CC2(CCC(N2)C(=O)N)CC1)C1=C(C=C(C=C1)F)C)C)(F)F